[I-].BrC=1C=[N+](C=CC1C(=CC=1C(OC2=CC(=C(C=C2C1SCCCC)[N+](=O)[O-])N(CC)CC)=O)C#N)CCCCO 3-bromo-4-(2-(4-(butylthio)-7-(diethylamino)-6-nitro-2-oxo-2H-chromen-3-yl)-1-cyanovinyl)-1-(4-hydroxybutyl)pyridin-1-ium iodide